CN(S(=O)(=O)C)C1=CC(=C(C=C1)OC1=CC=CC=C1)C=1C2=C(C(N(C1)C)=O)NC=C2 N-methyl-N-[3-(6-methyl-7-oxo-6,7-dihydro-1H-pyrrolo[2,3-c]pyridin-4-yl)-4-phenoxyphenyl]methanesulfonamide